O=C(O)[C@@H](N)CC1=CC=C(O)C(O)=C1 anti-L-DOPA